Trichloroacetic acid (5-methyl-5-hexenyl) ester CC(CCCCOC(C(Cl)(Cl)Cl)=O)=C